(4-(1H-imidazol-2-yl)cyclohexyl)carbamic acid tert-butyl ester C(C)(C)(C)OC(NC1CCC(CC1)C=1NC=CN1)=O